trans-(1r,4r)-4-((5-chloro-4-(1-(6-oxo-1,6-dihydropyridin-3-yl)-1H-pyrazol-4-yl)pyrimidin-2-yl)amino)-N-methylcyclohexane-1-carboxamide ClC=1C(=NC(=NC1)N[C@@H]1CC[C@H](CC1)C(=O)NC)C=1C=NN(C1)C1=CNC(C=C1)=O